C(C)(C)(C)OC(=O)N1CCN(CC1)C1=NC=NC2=C(C(=C(C=C12)Cl)Br)Cl 4-(7-bromo-6,8-dichloroquinazolin-4-yl)piperazine-1-carboxylic acid tert-butyl ester